5-((4-(ethoxymethyl)-4-phenethylpiperidin-1-yl)methyl)-1-methyl-1,3-dihydro-2H-benzo[d]imidazol-2-one citrate C(CC(O)(C(=O)O)CC(=O)O)(=O)O.C(C)OCC1(CCN(CC1)CC1=CC2=C(N(C(N2)=O)C)C=C1)CCC1=CC=CC=C1